CC(C[C@@H](C(N[C@@H](C[C@H]1C(NCC1)=O)C(COC1=C(C(=CC(=C1F)F)F)F)=O)=O)NC(C(=O)NC1CCOCC1)=O)C N1-((S)-4-methyl-1-oxo-1-(((S)-3-oxo-1-((S)-2-oxopyrrolidin-3-yl)-4-(2,3,5,6-tetrafluorophenoxy)butan-2-yl)amino)pentan-2-yl)-N2-(tetrahydro-2H-pyran-4-yl)oxalamide